2-(tert-butyl) 3-methyl (1S,3S,5R)-5-((2-azidoethoxy)methyl)-2-azabicyclo-[3.1.0]hexane-2,3-dicarboxylate N(=[N+]=[N-])CCOC[C@@]12C[C@H](N([C@H]2C1)C(=O)OC(C)(C)C)C(=O)OC